silver-indium-palladium-copper [Cu].[Pd].[In].[Ag]